(4-(2,3-dihydrobenzo[b][1,4]dioxin-6-yl)-3-methylpyridin-2-yl)methoxy-2-hydroxybenzaldehyde O1C2=C(OCC1)C=C(C=C2)C2=C(C(=NC=C2)COC=2C(=C(C=O)C=CC2)O)C